C1=CC=CC=2C3=CC=CC=C3C(C12)COC(=O)N[C@@H](CCOCC)C(=O)O N-(((9H-fluoren-9-yl)methoxy)carbonyl)-O-ethyl-L-homoserine